N1CCC2=CC(=CC=C12)S(=O)(=O)N1C[C@@H](CC1)NC(OC(C)(C)C)=O tert-butyl N-[(3R)-1-indolin-5-ylsulfonylpyrrolidin-3-yl]carbamate